CC1=C(C(=CC(=C1)C)C)NC(C=C)=O N-(2,4,6-trimethylphenyl)acrylamide